3,4-Epoxy-cyclohexylethyltri-methoxysilan C1(CC2C(CC1)O2)CC[Si](OC)(OC)OC